rac-3-[6-chloro-5-methyl-3-[3-(trifluoromethyl)phenoxy]pyridazin-4-yl]-5-[(2,4-dimethylphenyl)methyl]-5,6-dihydro-4H-1,2,4-oxadiazine ClC1=C(C(=C(N=N1)OC1=CC(=CC=C1)C(F)(F)F)C1=NOC[C@H](N1)CC1=C(C=C(C=C1)C)C)C |r|